N1(CCC1)C(=O)C12CCC(CC1)(CC2)C#C azetidin-1-yl(4-ethynylbicyclo[2.2.2]oct-1-yl)methanone